[Ni]=O.[Eu] europium-nickel-oxide